4-(6-chloro-2-isopropyl-5-methoxypyrimidin-4-yl)-1λ6-thiomorpholine-1,1-dione ClC1=C(C(=NC(=N1)C(C)C)N1CCS(CC1)(=O)=O)OC